CCN(CC)C1=NN=NC=C1 diethylaminotriazine